2,2-dioxo-2lambda6-thiaspiro[3.3]heptane-6-carboxylic acid O=S1(CC2(C1)CC(C2)C(=O)O)=O